6-benzyl-N-(4-isopropoxybenzyl)-2-methyl-5-oxo-5,6-dihydro-1,6-naphthyridine-3-carboxamide C(C1=CC=CC=C1)N1C(C=2C=C(C(=NC2C=C1)C)C(=O)NCC1=CC=C(C=C1)OC(C)C)=O